O1COCC2=C1C=CC(=C2)O 4H-benzo[d][1,3]dioxin-6-ol